CC(CC(C(NC(C=O)CC1C(NCC1)=O)=O)NC(OC(C1=CC=CC=C1)C1(CCCC1)C1=CC(=CC=C1)Cl)=O)C (1-(3-chlorophenyl)cyclopentyl)(phenyl)methyl (4-methyl-1-oxo-1-((1-oxo-3-(2-oxopyrrolidin-3-yl)propan-2-yl)amino)pentan-2-yl)carbamate